6-chloro-2-phenylimidazo[1,2-a]pyridine ClC=1C=CC=2N(C1)C=C(N2)C2=CC=CC=C2